2-Ethyl 6-bromo-4-(isopropylamino)pyridine-3-carboxylate BrC1=CC(=C(C=N1)C(=O)OCC)NC(C)C